C1(CC1)C(=O)NC1=NC=C(C(=O)N)C(=C1)NC1=C(C(=CC=C1)C=1C=NN(C1)[C@@H]1COC[C@@H]1OC)OC 6-(cyclopropanecarboxamido)-4-((2-methoxy-3-(1-((3R,4R)-4-methoxytetrahydrofuran-3-yl)-1H-pyrazol-4-yl)phenyl)amino)nicotinamide